C12C3CCCC3C(CC1)C2 tricyclo[5.2.1.0(2,6)]Decane